(2R,5R,7R,9Z)-11,11-difluoro-2-methyl-4-oxo-3,13,19-triazatetracyclo[11.5.2.05,7.016,20]icosa-1(19),9,14,16(20),17-pentaene-14-carbaldehyde FC1(\C=C/C[C@@H]2C[C@H]2C(N[C@@H](C=2C=CC=3C=C(N(C1)C3N2)C=O)C)=O)F